ClC1=CC=C(C=C1)C1=CC=C(C=C1)OCCCCCSC=1N(C(/C(/N1)=C/C1=CC=C(C=C1)OC)=O)C1=CC=NC=C1 (Z)-2-(5-(4'-chlorobiphenyl-4-yloxy)pentylthio)-4-(4-methoxyphenylmethylene)-1-(pyridin-4-yl)-1H-imidazol-5(4H)-one